2-Dimethylamino-2-(4-methyl-benzyl)-1-(4-morpholin-4-ylphenyl)-butan-1-one CN(C(C(=O)C1=CC=C(C=C1)N1CCOCC1)(CC)CC1=CC=C(C=C1)C)C